BrC1=C(C(=C(C=C1)F)C=C)Cl 1-bromo-2-chloro-4-fluoro-3-vinylbenzene